(R)-N-(1-(3-(1-ethyl-1H-pyrazol-3-yl)-5-(1-methyl-1H-pyrazol-4-yl)phenyl)ethyl)-5-(2-(3-(fluoromethyl)azetidin-1-yl)ethoxy)-2-methylbenzamide C(C)N1N=C(C=C1)C=1C=C(C=C(C1)C=1C=NN(C1)C)[C@@H](C)NC(C1=C(C=CC(=C1)OCCN1CC(C1)CF)C)=O